4-((N,N-dimethylsulfamoyl)carbamoyl)-3-methyl-5-(pyrrolidin-1-yl)benzoic acid CN(S(=O)(=O)NC(=O)C1=C(C=C(C(=O)O)C=C1N1CCCC1)C)C